C(C)OC1=C(C=CC(=C1)S(=O)(=O)C)NCC#CC=1N(C2=CC=CC(=C2C1)N[C@H]1[C@H](CN(CC1)C(=O)OC(C)(C)C)F)CC(F)(F)F tert-butyl (3S,4R)-4-[(2-{3-[(2-ethoxy-4-methanesulfonylphenyl) amino]prop-1-yn-1-yl}-1-(2,2,2-trifluoroethyl)-1H-indol-4-yl)amino]-3-fluoropiperidine-1-carboxylate